[Sn].[Zr].FC1=NC(=CC(=C1)N(C=1SC(=C(N1)C(=O)NC1C(CC1)(C)C)C)C(=O)C=1OC=CC1)F 2-[(2,6-difluoro-4-pyridyl)-(furan-2-carbonyl)amino]-N-(2,2-dimethyl-cyclobutyl)-5-methyl-thiazole-4-carboxamide zirconium tin